3-[2'-(quinolin-3-yl)-5',6'-dihydrospiro[azetidine-3,4'-pyrrolo[1,2-b]pyrazole]-1-carbonyl]pyrrolidin-2-one N1=CC(=CC2=CC=CC=C12)C=1C=C2N(N1)CCC21CN(C1)C(=O)C1C(NCC1)=O